C1(CC1)NC1=C2N=CNC2=NC=N1 6-(cyclopropylamino)-9H-purine